monomethyl-1,3,5-benzenetricarboxylic acid CC1=C(C=C(C=C1C(=O)O)C(=O)O)C(=O)O